[Ta].ClC=C(Cl)Cl trichloroethylene tantalum